C1(CCCC1)COCC1=CC=C2CN(C(C2=C1)=O)C1=NC(=CC(=C1)C1=C(C=C(C#N)C=C1)C1=NN=CN1C)C1CC1 4-(2-{6-[(cyclopentylmethoxy)methyl]-1-oxo-3H-isoindol-2-yl}-6-cyclopropylpyridin-4-yl)-3-(4-methyl-1,2,4-triazol-3-yl)benzonitrile